4,6-difluoro-2-(trifluoromethyl)-5-[2-(trimethylsilyl)ethynyl]-1H-1,3-benzodiazole FC1=C(C(=CC=2NC(=NC21)C(F)(F)F)F)C#C[Si](C)(C)C